2-chloro-4-hydroxy-2'-methyl-spiro[4,5-dihydrothieno[2,3-C]pyran-7,4'-piperidine]-1'-carboxylic acid tert-butyl ester C(C)(C)(C)OC(=O)N1C(CC2(CC1)OCC(C1=C2SC(=C1)Cl)O)C